1-((2R,3R,4S,5R)-4-hydroxy-5-(hydroxymethyl)-3-methoxytetrahydrofuran-2-yl)-5-methylpyrimidine-2,4(1H,3H)-dione O[C@@H]1[C@H]([C@@H](O[C@@H]1CO)N1C(NC(C(=C1)C)=O)=O)OC